hydroxyquinolineyl-ethanone OCC(=O)C1=NC2=CC=CC=C2C=C1